2,4,6-trimethyl-benzoic acid, yttrium salt [Y+3].CC1=C(C(=O)[O-])C(=CC(=C1)C)C.CC1=C(C(=O)[O-])C(=CC(=C1)C)C.CC1=C(C(=O)[O-])C(=CC(=C1)C)C